NC=1C2=C(N=CN1)C(=NN2)NCC(CN2CC1=CC=CC=C1CC2)O 1-((7-amino-1H-pyrazolo[4,3-d]pyrimidin-3-yl)amino)-3-(3,4-dihydroisoquinolin-2(1H)-yl)propan-2-ol